FC1=C(C(=CC=C1)OC)C=1C=C2C(=CN1)NN=C2N2CCN(CC2)C2=CC=NC=C2 5-(2-fluoro-6-methoxyphenyl)-3-(4-(pyridin-4-yl)piperazin-1-yl)-1H-pyrazolo[3,4-c]pyridine